4-(2-(6-bromo-N-(2-cyanobenzyl)-2,3,4-trifluorophenylsulfonamido)-N-(3-cyclopropyl-5-(pyrrolidin-1-yl)benzyl)acetamido)-3-ethoxybenzoic acid BrC1=CC(=C(C(=C1S(=O)(=O)N(CC1=C(C=CC=C1)C#N)CC(=O)N(CC1=CC(=CC(=C1)N1CCCC1)C1CC1)C1=C(C=C(C(=O)O)C=C1)OCC)F)F)F